ClP(=O)(OC1=CC=CC=C1)N[C@H](C(=O)OCCCC)C (2S)-butyl 2-((chloro(phenoxy)phosphoryl)amino)propanoate